C1(CCC1)OC1=C(C(=O)OCC)C=CC(=C1F)C(=O)N1CC2=C(CC1)C=1C=CC(=C(C1OC2=O)C)N2C[C@@H](N(CC2)C)COC (R)-ethyl 2-cyclobutoxy-3-fluoro-4-(8-(3-(methoxymethyl)-4-methylpiperazin-1-yl)-7-methyl-5-oxo-2,3,4,5-tetrahydro-1H-chromeno[3,4-c]pyridine-3-carbonyl)benzoate